α,α,α',α'-tetrakis(2,5-dimethyl-4-hydroxyphenyl)-p-xylene CC1=C(C=C(C(=C1)O)C)C(C1=CC=C(C=C1)C(C1=C(C=C(C(=C1)C)O)C)C1=C(C=C(C(=C1)C)O)C)C1=C(C=C(C(=C1)C)O)C